3-Bromo-6-(4-(4-methylpiperazin-1-yl)piperidin-1-yl)imidazo[1,2-b]pyridazine BrC1=CN=C2N1N=C(C=C2)N2CCC(CC2)N2CCN(CC2)C